(4-(1H-indol-3-yl)thiophen-2-yl)-4-oxobutanoic acid (pyridin-3-yl) ester N1=CC(=CC=C1)OC(C(CC=O)C=1SC=C(C1)C1=CNC2=CC=CC=C12)=O